ClC=1C=CC2=C(CCC=3C(=NC=C(C3)C3CCN(CC3)C)C2=O)C1 8-chloro-3-(1-methylpiperidin-4-yl)-5,6-dihydro-11H-benzo[5,6]cyclohepta[1,2-b]pyridin-11-one